C(C)(=O)NC1=CC=C(C=C1)CC(=O)N1C=CC2=C1N=CC=1N2C=CN1 3-(2-(4-acetylaminophenyl)acetyl)-3H-imidazo[1,2-a]pyrrolo[2,3-e]pyrazine